N1N=CC2=CC(=CC=C12)OC1=C(C=C(C=C1)NC=1C2=C(N=CN1)SC1=C2CCN(C1)C(\C=C\CN(C)C)=O)C (E)-1-(4-((4-((1H-indazol-5-yl)oxy)-3-methylphenyl)amino)-5,8-dihydropyrido[4',3':4,5]thieno[2,3-d]pyrimidin-7(6H)-yl)-4-(dimethylamino)but-2-en-1-one